(Z)-ethyl (((2-ethylphenyl)amino)((2-oxoethyl)thio)methylene)carbamate C(C)C1=C(C=CC=C1)N/C(/SCC=O)=N/C(OCC)=O